C(C)(C)(C)OC(=O)N1C(CNCC1)COS(=O)(=O)C 2-(((methylsulfonyl)oxy)methyl)piperazine-1-carboxylic acid tert-butyl ester